N-(1H-1,3-benzodiazol-5-ylmethyl)-2-(4-methoxyphenyl)-3-methylaniline N1C=NC2=C1C=CC(=C2)CNC2=C(C(=CC=C2)C)C2=CC=C(C=C2)OC